(E)-2-(3-fluorophenyl)-1-methoxy-1,5-dioxo-5-phenylpent-3-en-2-ylbenzoate FC=1C=C(C=CC1)C(C(=O)OC)(\C=C\C(C1=CC=CC=C1)=O)OC(C1=CC=CC=C1)=O